L-Arginyl-Leucine N[C@@H](CCCNC(N)=N)C(=O)N[C@@H](CC(C)C)C(=O)O